COC(C1=CC(=NC=C1C=1OC2=C(N1)C=CC(=C2)Cl)Cl)=O 2-chloro-5-(6-chlorobenzo[d]oxazol-2-yl)isonicotinic acid methyl ester